Cl.CCCCCC(C)=O Heptane-6-one hydrochloride